4-(benzylthio)-3-chlorobenzenamine C(C1=CC=CC=C1)SC1=C(C=C(C=C1)N)Cl